FC(OC=1C=C(C=CC1C=O)C1=C(C(=CC=C1)C1=C(C(=CC=C1)C1=NC(=C(C=C1)C=1NCCN1)OC)C)C)F 3-(difluoromethoxy)-3''-(5-(4,5-dihydro-1H-imidazol-2-yl)-6-methoxypyridin-2-yl)-2',2''-dimethyl-[1,1':3',1''-terphenyl]-4-carbaldehyde